NC=1C(=NC(=CC1)Br)C(=O)NC(C(=O)OCC)C1=CC(=CC=C1)F Ethyl 2-(3-amino-6-bromopicolinamido)-2-(3-fluorophenyl)acetate